(6-amino-5-methyl-3-pyridyl)-2-[(2S,5R)-5-methyl-2-[1-(1H-pyrazol-5-yl)pyrazol-3-yl]-1-piperidyl]-2-oxo-acetamide NC1=C(C=C(C=N1)NC(C(=O)N1[C@@H](CC[C@H](C1)C)C1=NN(C=C1)C1=CC=NN1)=O)C